FC1([C@H](C2=C(C=CC(=C2C1)F)F)NS(=O)=O)F N-[(1S)-2,2,4,7-tetrafluoro-2,3-dihydro-1H-inden-1-yl]sulfonamide